NCC1=NNC(C=2C(=CC(=CC12)C=1C=NN(C1C1=C(C(=CC(=C1C#N)OC1CC1)Cl)F)C)C#N)=O 1-(aminomethyl)-7-(5-(3-chloro-6-cyano-5-cyclopropoxy-2-fluorophenyl)-1-methyl-1H-pyrazol-4-yl)-4-oxo-3,4-dihydrophthalazine-5-carbonitrile